ClC1=NC=C(C(=N1)N1CC(CC1)CNC(OC(C)(C)C)=O)C=O tert-butyl N-[[1-(2-chloro-5-formyl-pyrimidin-4-yl)pyrrolidin-3-yl]methyl]carbamate